COC=1C(=CC2=CN(N=C2C1)C)C1=NC=2C=CN(C(C2C=C1)=O)C1CCN(CC1)C(=O)OC(C)(C)C tert-butyl 4-(2-(6-methoxy-2-methyl-2H-indazol-5-yl)-5-oxo-1,6-naphthyridin-6(5H)-yl)piperidine-1-carboxylate